COC=1C=C2C(=NC(=NC2=CC1C#CCN1CCCC1)N1CCCC1)N[C@H](CNCC1OCCC1)C (2S)-N2-(6-methoxy-2-(pyrrolidin-1-yl)-7-(3-(pyrrolidin-1-yl)prop-1-yn-1-yl)quinazolin-4-yl)-N1-((tetrahydrofuran-2-yl)methyl)propane-1,2-diamine